N-[2-[4-amino-7-(1H-pyrazol-5-yl)-2H-[1,2,3]triazolo[4,5-c]quinolin-2-yl]ethyl]-2-fluoro-2-methylpropanamide NC1=NC=2C=C(C=CC2C=2C1=NN(N2)CCNC(C(C)(C)F)=O)C2=CC=NN2